2,6-diamino-7-deazapurine NC1=NC(=C2CC=NC2=N1)N